C(CCCCCCCCCC(C)C)C(C(=O)[O-])CCCCCCCCCCC(C)C Diisotridecylacetat